4-(2,3-dichloro-6-hydroxyphenyl)-1-(3-hydroxypropyl)pyrrolidine-2-thione ClC1=C(C(=CC=C1Cl)O)C1CC(N(C1)CCCO)=S